tert-Butyl (S)-4-(2-(((benzyloxy)carbonyl)amino)pent-4-en-2-yl)piperidine-1-carboxylate C(C1=CC=CC=C1)OC(=O)N[C@@](C)(CC=C)C1CCN(CC1)C(=O)OC(C)(C)C